C1(CC1)C=1N=COC1C(=O)NCC1=CC=C(C=C1)NC(OCC1=CC=C(C=C1)Cl)=O 4-chlorobenzyl (4-((4-cyclopropyloxazole-5-carboxamido)meth-yl)phenyl)carbamate